FCC(C(C(=O)OCC)(F)F)(F)F 2-Ethyl pentafluorobutyrate